COC1=C(C=C2C(=NC=NC2=C1)NC1=C(C=CC(=C1)C=1C=C2N=CC=NC2=CC1)OC)OC1CCN(CC1)C(C=C)=O 1-(4-((7-methoxy-4-((2-methoxy-5-(quinoxalin-6-yl)phenyl)amino)quinazolin-6-yl)oxy)piperidin-1-yl)prop-2-en-1-one